The molecule is a member of biphenyls, a member of monochlorobenzenes and a pyridinecarboxamide. It derives from a boscalid. CC(=O)NC(CSC1=CC(=C(C=C1)NC(=O)C2=C(N=CC=C2)Cl)C3=CC=C(C=C3)Cl)C(=O)O